5-(5-cyano-2-fluorophenyl)-1H-pyrrole-3-sulfonamide C(#N)C=1C=CC(=C(C1)C1=CC(=CN1)S(=O)(=O)N)F